C(C)(C)(C)OC(NC1(CC(C1)(F)F)C(NC)=O)=O (3,3-Difluoro-1-(methylcarbamoyl)cyclobutyl)carbamic acid tert-butyl ester